2(1H)-quinazolinone N1C(N=CC2=CC=CC=C12)=O